[Cu].CN(CC(C)=O)C.CN(CC(C)=O)C bis[1-(dimethylamino)-2-propanone] copper